Tert-butyl (R)-4-(2-bromo-5-ethyl-7-oxo-4-(2-oxo-2-((4-(trifluoromethyl)phenyl)amino)ethyl)-4,7-dihydro-[1,2,4]triazolo[1,5-a]pyrimidin-6-yl)-2-methylpiperazine-1-carboxylate BrC1=NN2C(N(C(=C(C2=O)N2C[C@H](N(CC2)C(=O)OC(C)(C)C)C)CC)CC(NC2=CC=C(C=C2)C(F)(F)F)=O)=N1